ClC1=C(C(=NC=2N1N=C(C2C=O)C2=CC=CC=C2)C)C2=CC=C(C=C2)OC C7-chloro-6-(4-methoxyphenyl)-5-methyl-2-phenylpyrazolo[1,5-a]pyrimidine-3-carbaldehyde